methyl 5-[5-(2-{1-[(5-bromo-4-fluoro-2-nitrophenyl) amino]-3-azabicyclo[3.2.1]octan-3-yl} ethoxy)-1-methylpyrazol-4-yl]-1-methyl-6-oxopyridine-3-carboxylate BrC=1C(=CC(=C(C1)NC12CN(CC(CC1)C2)CCOC2=C(C=NN2C)C2=CC(=CN(C2=O)C)C(=O)OC)[N+](=O)[O-])F